1H-Inden-4-ol C1C=CC=2C(=CC=CC12)O